4-methyl-7-(trifluoromethyl)quinoline CC1=CC=NC2=CC(=CC=C12)C(F)(F)F